dicyclohexyl-tin C1(CCCCC1)[Sn]C1CCCCC1